FC=1C(=NC(=NC1)N[C@@H]1CC[C@H](CC1)C(=O)N)C1=CC(=CC=C1)N1CCC(CC1)O trans-4-((5-fluoro-4-(3-(4-hydroxypiperidin-1-yl)phenyl)pyrimidin-2-yl)amino)cyclohexane-1-carboxamide